3-((5-(aminomethyl)-1-(3-(methylsulfonyl)propyl)-1H-benzo[d]imidazol-2-yl)methyl)-1-(oxetan-3-yl)-1,3-dihydro-2H-imidazo[4,5-c]pyridin-2-one NCC1=CC2=C(N(C(=N2)CN2C(N(C3=C2C=NC=C3)C3COC3)=O)CCCS(=O)(=O)C)C=C1